[C@@H]12N(C[C@@H](NC1)C2)C=2C=C1CN3[C@@H](C1=CC2)CN(C[C@H]3C)C3=CC(N(C2=NC=CC=C32)C)=O 4-[(4R,10bS)-8-[(1S,4S)-2,5-diazabicyclo[2.2.1]heptan-2-yl]-4-methyl-3,4,6,10b-tetrahydro-1H-pyrazino[2,1-a]isoindol-2-yl]-1-methyl-1,8-naphthyridin-2-one